(S)-2-(2-(tosyloxy)ethoxy)propyl 4-methylbenzenesulfonate CC1=CC=C(C=C1)S(=O)(=O)OC[C@H](C)OCCOS(=O)(=O)C1=CC=C(C)C=C1